C(C)(C)(C)OC(=O)N(C(=O)OC(C)(C)C)CC=1C=NC=NC1 5-((bis(tert-butoxycarbonyl)amino)methyl)pyrimidin